C(C)N1N=C(C(=C1)C1=C(C=CC=C1)[C@H]1C2=C(CN(C1)C(\C=C\C1NCCNC1)=O)SC(=C2)C#N)C(F)(F)F (4S)-4-(2-(1-Ethyl-3-(trifluoromethyl)-1H-pyrazol-4-yl)phenyl)-6-((E)-3-(piperazin-2-yl)acryloyl)-4,5,6,7-tetrahydrothieno[2,3-c]pyridine-2-carbonitrile